ClC1=C(CN2CCC3(CC2)C(NC2=CC=CC=C23)=O)C=CC=C1 1'-(2-chlorobenzyl)-2-oxospiro[indoline-3,4'-piperidine]